C(C)C1=CC=C(OC(C(=O)OCCCOC2=C(C=C(C=C2)/C=C/C(=O)O)OC)(C)C)C=C1 (E)-3-(4-(3-((2-(4-ethylphenoxy)-2-methylpropanoyl)oxy)propoxy)-3-methoxyphenyl)acrylic acid